n-methyl-3-(1-methyl-1H-tetrazol-5-yl)-4-((3-(trifluoromethyl)phenyl)amino)benzenesulfonamide CNS(=O)(=O)C1=CC(=C(C=C1)NC1=CC(=CC=C1)C(F)(F)F)C1=NN=NN1C